3,3'-oxydi(1,2,4,5-tetrafluorobenzene) O(C=1C(=C(C=C(C1F)F)F)F)C=1C(=C(C=C(C1F)F)F)F